Cl.C(#N)C1=C(C=CC(=C1OC=1C=C2C(N(C=NC2=CC1)C1=NN(C=C1)C1CCNCC1)=O)F)NS(=O)(=O)N1C[C@@H](CC1)F (3R)-N-[2-cyano-4-fluoro-3-({4-oxo-3-[1-(piperidin-4-yl)pyrazol-3-yl]quinazolin-6-yl}oxy)phenyl]-3-fluoropyrrolidine-1-sulfonamide hydrochloride